ClC1=CC=C(C=C1)CC(=O)NN1N=C(C2=C(C1=O)CCC2)C2=CC=CC=C2 2-(4-chlorophenyl)-N-(1-oxo-4-phenyl-1,5,6,7-tetrahydro-2H-cyclopenta[d]pyridazin-2-yl)acetamide